ClCCCNNCCCCl 1,2-bis(3-chloropropyl)hydrazine